FC(S(=O)(=O)OC1=CC=CC2=CC=C(C(=C12)CC)F)(F)F (8-ethyl-7-fluoro-1-naphthyl) trifluoromethanesulfonate